BrC=1C=C(SC1)C(N[S@@](=O)C(C)(C)C)C1CC1 (S)-N-((4-bromothiophen-2-yl)(cyclopropyl)methyl)-2-methylpropan-2-sulfinamide